5-bromo-6-methoxy-1-((2-(trimethylsilyl)ethoxy)methyl)-1H-benzo[d]imidazole BrC1=CC2=C(N(C=N2)COCC[Si](C)(C)C)C=C1OC